NC1=NC(N(C=C1)[C@@H]1O[C@@]([C@H](C1)O)(CO)C=C)=O 4-amino-1-[(2R,4S,5R)-5-ethenyl-4-hydroxy-5-(hydroxymethyl)oxolan-2-yl]pyrimidin-2-one